bis(4-hexyldecyl) 8,8'-((3-(pyrrolidin-1-yl)propanoyl) azanediyl)dioctanoate N1(CCCC1)CCC(=O)N(CCCCCCCC(=O)OCCCC(CCCCCC)CCCCCC)CCCCCCCC(=O)OCCCC(CCCCCC)CCCCCC